FC=1C=CC=C2C=3C(=CC=C(C[C@]4(C[C@H](CC4)NS(=O)(=O)C4(CC4)F)C=4OC=C(COC12)N4)C3)F N-[(1'S,14R)-6,19-difluorospiro[8,12-dioxa-21-azatetracyclo[14.3.1.110,13.02,7]henicosa-1(20),2,4,6,10,13(21),16,18-octaene-14,3'-cyclopentane]-1'-yl]-1-fluoro-cyclopropanesulfonamide